ClC(C1=CC(=NC=2N1N=C(C2)C(=O)NCCNC=2C=C1C(N(C(C1=CC2)=O)C2C(NC(CC2)=O)=O)=O)C=2OC=CC2)(F)F 7-(chlorodifluoromethyl)-N-(2-{[2-(2,6-dioxohexahydropyridin-3-yl)-1,3-dioxo-2,3-dihydro-1H-isoindol-5-yl]amino}ethyl)-5-(furan-2-yl)pyrazolo[1,5-a]pyrimidine-2-carboxamide